C(CC)C1=NSCC1 propyl-isothiazolin